FC1(CN(CC1)C(=O)[C@H]1CCCC=2N1C(N(N2)CC2=C(C=C(C(=C2)F)F)F)=O)F |r| (5RS)-5-[(3,3-Difluoropyrrolidin-1-yl)carbonyl]-2-(2,4,5-trifluorobenzyl)-5,6,7,8-tetrahydro[1,2,4]triazolo[4,3-a]pyridin-3(2H)-one